[5-fluoro-2-[2-[(3-fluorophenoxy)methyl]imidazo[1,2-a]pyrimidin-6-yl]phenyl]methanol FC=1C=CC(=C(C1)CO)C=1C=NC=2N(C1)C=C(N2)COC2=CC(=CC=C2)F